2-((2-(4-chlorophenyl)-5-methyl-1H-imidazol-1-yl)methyl)phenol ClC1=CC=C(C=C1)C=1N(C(=CN1)C)CC1=C(C=CC=C1)O